3,5-dicyano-2-methyl-4-[4-(trifluoromethyl)phenyl]benzoic acid C(#N)C=1C(=C(C(=O)O)C=C(C1C1=CC=C(C=C1)C(F)(F)F)C#N)C